ClC1=CC(=C(C=C1)B(O)O)OCCC 4-CHLORO-2-PROPOXYPHENYLBORONIC ACID